Dibenzo[c,e]oxepine C1=CC=CC2=COC=C3C(=C21)C=CC=C3